OC=1C(OC2=CC(=C(C=C2C1)O)O)=O 3,6,7-trihydroxycoumarin